2-(dinonylamino)-N-(3-(2-((2-(dinonylamino)ethyl)(nonyl)amino)-N-methyl-acetamido)propyl)-N-methyl-acetamide C(CCCCCCCC)N(CC(=O)N(C)CCCN(C(CN(CCCCCCCCC)CCN(CCCCCCCCC)CCCCCCCCC)=O)C)CCCCCCCCC